tert-Butyl (3S)-3-[[(2S)-2-cyclopentyl-2-[methyl-[1-[(2,2,2-trifluoroacetyl)amino]cyclopentanecarbonyl]amino]acetyl]-methyl-amino]-4-(dimethylamino)-4-oxo-butanoate C1(CCCC1)[C@@H](C(=O)N([C@@H](CC(=O)OC(C)(C)C)C(=O)N(C)C)C)N(C(=O)C1(CCCC1)NC(C(F)(F)F)=O)C